2,6-difluoro-4-hydroxymethyl-benzonitrile FC1=C(C#N)C(=CC(=C1)CO)F